1-methyl-1'-pentylhexyl-4,4'-bipyridinium CC(CCCCC)[N+]1=CC=C(C=C1)C1=CC=[N+](C=C1)CCCCC